N1(C=CC2=CC=CC=C12)C(=O)C=1SC=CC1 (1H-indol-1-yl)(thiophen-2-yl)methanone